β-methylumbelliferone CC1=CC(=O)OC2=C1C=CC(=C2)O